2-xylosulose O=CC(=O)[C@@H](O)[C@H](O)CO